ClC1=CC=C(C=C1)C=1N=C2N(C=CC=N2)C1CN1CC2CCC(C1)N2C(=O)NC(C)C 3-{[2-(4-chlorophenyl)imidazo[1,2-a]pyrimidin-3-yl]methyl}-N-isopropyl-3,8-diazabicyclo-[3.2.1]octane-8-carboxamide